2-ethyl-2-(methoxycarbonyl)butan C(C)C(C)(CC)C(=O)OC